4-({2-[4-(3-Chloro-5-fluoropyridin-2-yl)cyclohexyl]-ethyl}amino)piperidin ClC=1C(=NC=C(C1)F)C1CCC(CC1)CCNC1CCNCC1